(S)-6-{2-[3-(1H-indazol-1-yl)pyridine-2-yl]-2-aminoethyl}pyridine-2-carbonitrile hydrochloride Cl.N1(N=CC2=CC=CC=C12)C=1C(=NC=CC1)[C@H](CC1=CC=CC(=N1)C#N)N